5-iodo-1,3-bis(4-methoxybenzyl)-2,6-dioxo-1,2,3,6-tetrahydropyrimidine-4-carboxylic acid methyl ester COC(=O)C=1N(C(N(C(C1I)=O)CC1=CC=C(C=C1)OC)=O)CC1=CC=C(C=C1)OC